C(C)OC(=O)C=1N=NN(C1C(F)(F)F)C1=C2C=CN=C(C2=CC=C1)Cl 1-(1-Chloroisoquinolin-5-yl)-5-(trifluoromethyl)-1H-1,2,3-triazole-carboxylic acid ethyl ester